FC=1C=CC2=C(COB2O)C1CC1N([C@H]([C@H](OC1=O)C)C)C(=O)OC(C)(C)C tert-butyl (5S,6R)-3-[(5-fluoro-1-hydroxy-3H-2,1-benzoxaborol-4-yl)methyl]-5,6-dimethyl-2-oxomorpholine-4-carboxylate